O1C=CC2=C1C=CC(=C2)S(=O)(=O)N2CC1=C(C2)CN(C1)C(=O)[C@H]1N(CCC1)C(COC1=CC(=CC=C1)OC)=O 1-[(2S)-2-[5-(1-benzofuran-5-sulfonyl)-1H,2H,3H,4H,5H,6H-pyrrolo[3,4-c]pyrrole-2-carbonyl]pyrrolidin-1-yl]-2-(3-methoxyphenoxy)ethan-1-one